6-(4-ethoxyphenyl)-N'-(2-hydroxyethyl)-9,9-dimethyl-3,6-diazabicyclo[3.2.2]nonane-3-carbohydrazide C(C)OC1=CC=C(C=C1)N1C2CN(CC(C1)CC2(C)C)C(=O)NNCCO